C(C)C1=C(C=NC(=C1)C)C1=C2C=C(NC2=C(C(=C1)C=1CNCCC1)F)C(=O)N1CCN(CC1)C1=NC=C(C=C1OC)F (4-(4-ethyl-6-methylpyridin-3-yl)-7-fluoro-6-(1,2,5,6-tetrahydropyridin-3-yl)-1H-indol-2-yl)(4-(5-fluoro-3-methoxypyridin-2-yl)piperazin-1-yl)methanone